C1(=CC=CC=C1)C=1NC2=C(N1)C=CC=C2 phenylbenzimidazole